2-(4-{[(3R)-1-methylpiperidin-3-yl]amino}pyrrolo[1,2-d][1,2,4]triazin-1-yl)-5-(trifluoromethoxy)phenol CN1C[C@@H](CCC1)NC1=NN=C(C=2N1C=CC2)C2=C(C=C(C=C2)OC(F)(F)F)O